OC1=C(C(=O)O)C(=CC(=C1)OC)C=C1CCN(CC1)C(C1=CC=C(C=C1)OC)=O 2-hydroxy-4-methoxy-6-{[1-(4-methoxybenzoyl)piperidin-4-ylidene]methyl}benzoic acid